2-(7-Fluorochroman-4-yl)-N-(6-oxo-1,6-dihydropyridazin-4-yl)-4-(trifluoromethyl)benzamide methyl-(S)-4-methyl-2-((S)-3-((1-methyl-1H-pyrazol-5-yl)amino)-2-oxopyrrolidin-1-yl)pentanoate COC([C@H](CC(C)C)N1C([C@H](CC1)NC1=CC=NN1C)=O)=O.FC1=CC=C2C(CCOC2=C1)C1=C(C(=O)NC=2C=NNC(C2)=O)C=CC(=C1)C(F)(F)F